C(#N)C1=CC=C(CCN[C@H](C(=O)C2=CNC3=CC(=CC=C23)C(=O)N[C@H](C(F)(F)F)C)C2=CC=CC=C2)C=C1 |&1:9| (S)- and (R)-3-(2-((4-cyanophenethyl)amino)-2-phenylacetyl)-N-((S)-1,1,1-trifluoropropan-2-yl)-1H-indole-6-carboxamide